1-(6-amino-4-meth-ylpyridin-3-yl)-6-chloro-7-(1H-imidazol-1-yl)-4-oxo-1,4-dihydro-1,8-naphthyridine-3-carboxylic acid NC1=CC(=C(C=N1)N1C=C(C(C2=CC(=C(N=C12)N1C=NC=C1)Cl)=O)C(=O)O)C